C1(CC1)NC(C1=CC=C(C=C1)C1=CC=C2C(=N1)SC(=N2)OC(C)C2CCN(CC2)C2=NC(=NO2)C(C)C)=O N-cyclopropyl-4-(2-(1-(1-(3-isopropyl-1,2,4-oxadiazol-5-yl)piperidin-4-yl)ethoxy)thiazolo[5,4-b]pyridin-5-yl)benzamide